CN(CC(C)N(C)C)C N,N,N',N'-tetramethyl-1,2-diaminopropane